2-(4,4-difluoro-3-(5-(hydroxymethyl)-6-oxo-1,6-dihydropyridin-3-yl)piperidin-1-yl)-N-(1-(3,5-difluorobenzyl)-1H-imidazol-4-yl)propanamide FC1(C(CN(CC1)C(C(=O)NC=1N=CN(C1)CC1=CC(=CC(=C1)F)F)C)C1=CNC(C(=C1)CO)=O)F